2-(3-(hydroxycarbamoyl)isoxazol-5-yl)ethyl 4,5-dichloroindoline-1-carboxylate ClC1=C2CCN(C2=CC=C1Cl)C(=O)OCCC1=CC(=NO1)C(NO)=O